ClC=1C=C(C=CC1Cl)C(CN1C(N(C2=C1C=CC=C2)CC2=C(C=C(C=C2)F)C)=N)=O 1-(3,4-dichlorophenyl)-2-(3-(4-fluoro-2-methylbenzyl)-2-imino-2,3-dihydro-1H-benzo[d]imidazol-1-yl)ethanone